tert-butyl-3-(3,3,3-trifluoro-2-(hydroxymethyl)-2-methylpropoxy)-1H-pyrazole C(C)(C)(C)N1N=C(C=C1)OCC(C(F)(F)F)(C)CO